(4aR,8aS)-6-[3-[6-[3-(S or R)-(trifluoromethyl)pyrrolidin-1-yl]-3-pyridyl]azetidine-1-carbonyl]-4,4a,5,7,8,8a-hexahydropyrido[4,3-b][1,4]oxazin-3-one FC([C@@H]1CN(CC1)C1=CC=C(C=N1)C1CN(C1)C(=O)N1C[C@@H]2[C@@H](OCC(N2)=O)CC1)(F)F |o1:2|